(3aR,7aS)-5-methyl-3a,4,5,7a-tetrahydroisobenzofuran-1,3-dione CC1C[C@H]2C(OC([C@H]2C=C1)=O)=O